3-(4,4,5,5-tetramethyl-1,3,2-dioxaborolan-2-yl)-9,9'-spirobifluorene CC1(OB(OC1(C)C)C=1C=CC=2C3(C4=CC=CC=C4C2C1)C1=CC=CC=C1C=1C=CC=CC13)C